1-{5-chloro-2-[(3R)-3-methylpiperazin-1-yl]pyrimidin-4-yl}-N-(2-{imidazo[1,2-a]pyridin-3-yl}propan-2-yl)azetidine-3-carboxamide ClC=1C(=NC(=NC1)N1C[C@H](NCC1)C)N1CC(C1)C(=O)NC(C)(C)C1=CN=C2N1C=CC=C2